5-chloro-1'-[2-(4-{[(trans)-3-hydroxycyclobutyl]sulfonyl}phenoxy)ethyl]-1,2-dihydrospiro[indole-3,4'-piperidin]-2-one ClC=1C=C2C(=CC1)NC(C21CCN(CC1)CCOC1=CC=C(C=C1)S(=O)(=O)[C@@H]1C[C@H](C1)O)=O